BrC=1C=C(C=NC(C(=O)O)C(C)C)C=C(C1)OC(C1=CC(=CC=C1)C)=O 2-(3-bromo-5-(3-meth-ylbenzoyloxy)benzylideneamino)-3-methyl-butanoic acid